4-[5-[2-[1-(6,7-dihydro-5H-pyrrolo[1,2-c]imidazol-1-yl)-2-ethoxy-2-oxo-ethyl]-7-fluoro-3-oxo-isoindolin-5-yl]-2-pyridinyl]piperazine-1-carboxylic acid tert-butyl ester C(C)(C)(C)OC(=O)N1CCN(CC1)C1=NC=C(C=C1)C=1C=C2C(N(CC2=C(C1)F)C(C(=O)OCC)C1=C2N(C=N1)CCC2)=O